Cl.C[C@H]1N(CCC1)CCCOC1=CC=C(OC2CCN(CC2)C(C)=O)C=C1 1-[4-(4-{3-[(2R)-2-methyl-pyrrolidin-1-yl]-propoxy}-phenoxy)-piperidin-1-yl]-ethanone hydrochloride salt